1,1'-oxybis(butane) O(CCCC)CCCC